2-(6-methylpyrazin-2-yl)ethanone CC1=CN=CC(=N1)CC=O